N1-(5-(3-ethyl-2-methyl-3H-imidazo[4,5-b]pyridin-5-yl)pyrrolo[2,1-f][1,2,4]triazin-2-yl)cyclohexane-1,4-diamine C(C)N1C(=NC=2C1=NC(=CC2)C=2C=CN1N=C(N=CC12)NC1CCC(CC1)N)C